4-(N-Boc-amino)-phenylacetic acid C(=O)(OC(C)(C)C)NC1=CC=C(C=C1)CC(=O)O